4-(chloro-methyl)-5-(2,2-difluoroethoxy)-7-methyl-1-tosyl-1H-indole ClCC1=C2C=CN(C2=C(C=C1OCC(F)F)C)S(=O)(=O)C1=CC=C(C)C=C1